n-hexyltrimethoxysilane CCCCCC[Si](OC)(OC)OC